O1[C@H](COCC1)CN1N=C2C3=C(CCC2=C1)OC(=C3C(F)(F)F)C(=O)NCC=3SC=CN3 2-[(2S)-1,4-Dioxan-2-ylmethyl]-N-(1,3-thiazol-2-ylmethyl)-8-(trifluoromethyl)-4,5-dihydro-2H-furo[2,3-g]indazol-7-carboxamid